C(C(C)=C)S(=O)(=O)[O-] methallyl-sulfonate